C(C)(C)NC1=NC(=CC2=CN=CC=C12)C#N 1-(isopropylamino)-2,6-naphthyridine-3-carbonitrile